O[C@H]1[C@@H]([C@@H]2[C@@H](OC[C@H](CC2)CCCC(=O)OC(C)C)C1)\C=C\[C@H](COC1=C(C=CC=C1)C)O 2-Propanyl 4-{(3S,5aR,6R,7R,8aS)-7-hydroxy-6-[(1E,3R)-3-hydroxy-4-(2-methylphenoxy)-1-buten-1-yl]octahydro-2H-cyclopenta[b]oxepin-3-yl}butanoate